N1C=NC2=C1C=C(C=C2)CN(C=2SC=C(N2)COCCN2CCOCC2)CC2=CC(=CC=C2)OC N-((1H-benzo[d]imidazol-6-yl)methyl)-N-(3-methoxybenzyl)-4-((2-morpholinoethoxy)methyl)thiazol-2-amine